2-acetyl-pyridine C(C)(=O)C1=NC=CC=C1